N-(1-ethylpropoxycarbonyl)-azetidine C(C)C(CC)OC(=O)N1CCC1